C(#N)C1=NC(=C(C(=O)O)C=C1)N1CCOC2(CC2)C1 6-cyano-2-(4-oxa-7-azaspiro[2.5]octan-7-yl)nicotinic acid